5-(4,5-dichloro-2-(4-(trifluoromethoxy)phenoxy)benzoylamino)picolinic acid ClC1=CC(=C(C(=O)NC=2C=CC(=NC2)C(=O)O)C=C1Cl)OC1=CC=C(C=C1)OC(F)(F)F